C([C@H]([C@@H]([C@@H]([C@H](C(=O)Br)O)O)O)O)O bromogalactose